4-(3-phenylpropanoyl)piperazine C1(=CC=CC=C1)CCC(=O)N1CCNCC1